8-bromo-2-(4,4-dimethylpiperidin-1-yl)-3,6-dimethylquinazolin-4(3H)-one BrC=1C=C(C=C2C(N(C(=NC12)N1CCC(CC1)(C)C)C)=O)C